spiro[chromane-3,1'-cyclopropan]-4-one C12(CC1)COC1=CC=CC=C1C2=O